CN(C=1N=C(C2=CC(=CC=C2C1C1=CC=C(C=C1)F)OC)OCC(=O)O)C 2-[[3-(dimethylamino)-4-(4-fluorophenyl)-7-methoxy-1-isoquinolinyl]oxy]acetic acid